3-(2,2-difluoroethyl)-2-(2,6-dimethylpyridin-4-yl)-5-(piperidin-4-yl)-1H-indole-1-carboxylic acid tert-butyl ester C(C)(C)(C)OC(=O)N1C(=C(C2=CC(=CC=C12)C1CCNCC1)CC(F)F)C1=CC(=NC(=C1)C)C